ClC=1C(=NOC1C(C(=O)N1[C@@H](C[C@H](C1)O)C(=O)N[C@@H](C)C1=CC=C(C=C1)C1=C(N=CS1)C)C(C)C)OC (2S,4R)-1-[2-(4-chloro-3-methoxy-1,2-oxazol-5-yl)-3-methylbutyryl]-4-hydroxy-N-[(1S)-1-[4-(4-methyl-1,3-thiazol-5-yl)phenyl]ethyl]pyrrolidine-2-carboxamide